N-(4-((3R,4S)-3-fluoro-4-methoxypiperidin-1-yl)-1,3,5-triazin-2-yl)-5-isopropyl-8-(3-((methyl-Sulfinyl)methyl)azetidin-1-yl)isoquinolin-3-amine F[C@@H]1CN(CC[C@@H]1OC)C1=NC(=NC=N1)NC=1N=CC2=C(C=CC(=C2C1)C(C)C)N1CC(C1)CS(=O)C